2,2,2-trichloro-1-(5-chloro-1H-indol-3-yl)ethan-1-one ClC(C(=O)C1=CNC2=CC=C(C=C12)Cl)(Cl)Cl